3-[2-[(E,3R)-5-[3-(Benzenesulfonamido)phenyl]-3-hydroxypent-4-enoxy]-5-fluorophenyl]propanoic acid C1(=CC=CC=C1)S(=O)(=O)NC=1C=C(C=CC1)/C=C/[C@@H](CCOC1=C(C=C(C=C1)F)CCC(=O)O)O